C(C(F)(F)F)(C(F)(F)I)(F)F iodoheptafluoropropane